trans-2-[2-(4-aminocyclohexyl)thiazol-5-yl]-N-ethyl-5-(oxazol-2-ylmethyl)benzenesulfonamide N[C@@H]1CC[C@H](CC1)C=1SC(=CN1)C1=C(C=C(C=C1)CC=1OC=CN1)S(=O)(=O)NCC